Aminopropyl-Cerium NCCC[Ce]